O(C1=CC=CC=C1)C1=CC=C(C=C1)C=1N=C(N2C1C=NC=C2)[C@H]2CN(CC2)C(C#CC)=O (R)-1-(3-(1-(4-phenoxyphenyl)imidazo[1,5-a]pyrazin-3-yl)pyrrolidin-1-yl)but-2-yn-1-one